5-{[(2,4-diamino-6-oxo-1,6-dihydropyrimidin-5-yl)carbamoyl]amino}-3-fluoropyridine-2-carboxylic acid NC=1NC(C(=C(N1)N)NC(=O)NC=1C=C(C(=NC1)C(=O)O)F)=O